6-AMINO-2-(TRIFLUOROMETHYL)PYRIDINE-3-BORONIC ACID NC1=CC=C(C(=N1)C(F)(F)F)B(O)O